N1N=CC=2C(=CC=CC12)N 1H-indazol-4-amine